C(C)N(C(=O)N1C(=NC=2N(C(N(C(C12)=O)CCC)=O)CC)C=1C=NN(C1)CC1=CC(=CC=C1)C(F)(F)F)C N,3-diethyl-N-methyl-2,6-dioxo-1-propyl-8-(1-(3-(trifluoromethyl)benzyl)-1H-pyrazol-4-yl)-1,2,3,6-tetrahydro-7H-purine-7-carboxamide